N-[2-(2,6-dioxopiperidin-3-yl)-1-oxo-3H-isoindol-5-yl]-7-methoxyquinoline-3-carboxamide O=C1NC(CCC1N1C(C2=CC=C(C=C2C1)NC(=O)C=1C=NC2=CC(=CC=C2C1)OC)=O)=O